((2-(tert-butyl)phenyl)amino)-3-((7-methoxy-2-methyl-1,2,3,4-tetrahydroisoquinolin-6-yl)amino)-1,2,4-triazine-6-carboxamide C(C)(C)(C)C1=C(C=CC=C1)NC=1N=C(N=NC1C(=O)N)NC=1C=C2CCN(CC2=CC1OC)C